tert-butyl ((S)-1-(3-(adamantan-1-yl)methyl-1,2,4-oxadiazol-5-yl)-2-(pyridin-4-yl)ethyl)carbamate C12(CC3CC(CC(C1)C3)C2)CC2=NOC(=N2)[C@H](CC2=CC=NC=C2)NC(OC(C)(C)C)=O